FC1=CC(=C(C=C1)C(C)N1C[C@@H](N(C[C@H]1C)C=1C=2C(N(C(C1)=O)C)=CN(N2)C2OCCCC2)C)C2(COC2)O 7-((2S,5R)-4-(1-(4-fluoro-2-(3-hydroxyoxetan-3-yl)phenyl)ethyl)-2,5-dimethylpiperazin-1-yl)-4-methyl-2-(tetrahydro-2H-pyran-2-yl)-2,4-dihydro-5H-pyrazolo[4,3-b]pyridin-5-one